CCCCCO n-pentanol